CC1C(=NOC1=O)C1=CC=CC=C1 4-methyl-3-phenylisoxazol-5(4H)-one